5-methyl-5-phenyl-2-((2-(pyrrolidin-1-yl)ethyl)thio)-4,5-dihydro-1H-imidazole dihydrochloride Cl.Cl.CC1(CN=C(N1)SCCN1CCCC1)C1=CC=CC=C1